O1CCOC12CCC(CC2)C#CC=2C=C(OC1=C(N=NN1)C(=O)O)C=CC2 5-(3-(1,4-dioxaspiro[4.5]dec-8-ylethynyl)phenoxy)-1H-1,2,3-triazole-4-carboxylic acid